6-bromo-1-sec-butyl-N-((4,6-dimethyl-2-oxo-1,2-dihydropyridin-3-yl)methyl)3-methyl-1H-indole-4-carboxamide BrC=1C=C(C=2C(=CN(C2C1)C(C)CC)C)C(=O)NCC=1C(NC(=CC1C)C)=O